(S)-1-(4-amino-3-(benzo[c]isothiazol-6-ylethynyl)-1-(pyrrolidin-3-yl)-1H-pyrazolo[4,3-c]pyridin-7-yl)ethanone hydrochloride Cl.NC1=NC=C(C2=C1C(=NN2[C@@H]2CNCC2)C#CC=2C=CC=1C(=NSC1)C2)C(C)=O